CN1[C@H](CCC1)C(=O)OCC([C@H](C[C@H]1C(NCC1)=O)NC([C@@H](NC(=O)C=1NC2=CC=CC(=C2C1)OC)CC(C)C)=O)=O (3S)-3-({N-[(4-methoxy-1H-indol-2-yl) carbonyl]-L-leucyl}amino)-2-oxo-4-[(3S)-2-oxopyrrolidin-3-yl]butyl 1-methyl-D-prolinate